2-[6-[[1-cyclopropyl-3-(trifluoromethyl)pyrazol-4-yl]methyl]-2-azaspiro[3.3]heptane-2-carbonyl]-2,5-diazaspiro[3.4]octan-6-one C1(CC1)N1N=C(C(=C1)CC1CC2(CN(C2)C(=O)N2CC3(C2)NC(CC3)=O)C1)C(F)(F)F